COC=1C(=C2C=CNC2=C(C1)C)CN1[C@H](C[C@H](CC1)N1C(CCC1)=O)C1=C(C(=O)O)C=CC=C1 (2R,4S)-(1-((5-methoxy-7-methyl-1H-indol-4-yl)methyl)-4-(2-oxopyrrolidin-1-yl)piperidin-2-yl)benzoic acid